NCC(=O)NC=1SC=C(N1)C1=CC(=CC=C1)N1CC(OCC1)(C)C 2-amino-N-(4-(3-(2,2-dimethylmorpholino)phenyl)thiazol-2-yl)acetamide